CN1C(CCC1)C1(CC1)CO (1-(1-methylpyrrolidin-2-yl)cyclopropyl)methanol